3-Nitro-4-{4-[(3-nitrophenyl)methyl]piperazin-1-yl}-N-phenylbenzamide [N+](=O)([O-])C=1C=C(C(=O)NC2=CC=CC=C2)C=CC1N1CCN(CC1)CC1=CC(=CC=C1)[N+](=O)[O-]